12E-tetradecapentaenoic acid N-(2-methylpropyl) amide CC(CNC(C=CC=CC=CC=CC=CCCC)=O)C